ClC1=C(C=CC=C1)C=1N(C2=NC(=NC(=C2N1)N1CCC(CC1)(C(=O)N)C)N1C=NC(=C1)CCO)C1=CC=C(C=C1)Cl 1-[8-(2-chlorophenyl)-9-(4-chlorophenyl)-2-[4-(2-hydroxyethyl)imidazol-1-yl]purin-6-yl]-4-methyl-piperidine-4-carboxamide